6-(benzyloxy)-2-hydrazino-7-methoxy-N-[(1R)-1-(2-methyl-3-(trifluoromethyl)phenyl)ethyl]quinazolin-4-amine C(C1=CC=CC=C1)OC=1C=C2C(=NC(=NC2=CC1OC)NN)N[C@H](C)C1=C(C(=CC=C1)C(F)(F)F)C